(2S,4R)-4-fluoro-N-[(S)-phenyl[4-(propan-2-yl)phenyl]methyl]-1-[2-(pyrimidin-2-yl)acetyl]pyrrolidine-2-carboxamide F[C@@H]1C[C@H](N(C1)C(CC1=NC=CC=N1)=O)C(=O)N[C@H](C1=CC=C(C=C1)C(C)C)C1=CC=CC=C1